(R)-2-[(4-amino-5-benzoyl-thiazol-2-yl)-(3-pyridyl)amino]propanamide NC=1N=C(SC1C(C1=CC=CC=C1)=O)N([C@@H](C(=O)N)C)C=1C=NC=CC1